tert-butyl (3S)-3-methyl-4-(2-pyridylmethyl)piperazine-1-carboxylate C[C@H]1CN(CCN1CC1=NC=CC=C1)C(=O)OC(C)(C)C